3-[1,4-Dimethyl-7-(trifluoromethoxy)-1H-benzotriazol-5-yl]-3-[7-(hydroxymethyl)-2,3-dihydro-1H-inden-5-yl]propionic acid ethyl ester C(C)OC(CC(C=1C=C2CCCC2=C(C1)CO)C1=C(C2=C(N(N=N2)C)C(=C1)OC(F)(F)F)C)=O